3-(3-(4-fluorophenyl)-3,8-diazabicyclo[3.2.1]octan-8-yl)propyl-1,6-naphthyridin-5(6H)-one FC1=CC=C(C=C1)N1CC2CCC(C1)N2CCCC2=NC=1C=CNC(C1C=C2)=O